arsenic-antimony-lead [Pb].[Sb].[As]